C(C)(C)(C)[SiH2]OC(C=O)(C)C tert-butyl-dimethyl-siloxyacetaldehyde